OC1(OC(CCC1OC)CO)C(=O)N[C@@H]1[C@H](CC1)O hydroxy-N-((1S,2S)-2-hydroxycyclobutyl)-6-(hydroxymethyl)-3-methoxytetrahydro-2H-pyran-2-carboxamide